C(C)(C)(C)C1(CCCCC1)OC(C=C)=O acrylic acid tert-butylcyclohexyl ester